ClC1=C(C=CC(=C1)F)S(=O)(=O)C1CC2(CN(C2)C(=O)OC(C)(C)C)C1 tert-butyl 6-((2-chloro-4-fluorophenyl)sulfonyl)-2-azaspiro[3.3]heptane-2-carboxylate